FC1=CC=C(OC2=CC=C(OCCO)C=C2)C=C1 2-(4-(4-fluorophenoxy)phenoxy)ethane-1-ol